FC1([C@H](CN(CC1)C(C(=O)NC1=NC=C(C=C1)CC=1OC=CN1)C)C1=CNC(C=C1)=O)F 2-((S)-4,4-difluoro-3-(6-oxo-1,6-dihydropyridin-3-yl)piperidin-1-yl)-N-(5-(oxazol-2-ylmethyl)pyridin-2-yl)propionamide